3-oxoprop-1-en-1-ylbenzoic acid O=CC=CC1=C(C(=O)O)C=CC=C1